ClC1=NC=C(C(=C1)C1=C(C=NC(=C1)C)C(=O)NC=1SC2=C(N1)C=CC(=C2)C2=NC=C(C=C2)Cl)OC 2'-chloro-N-[6-(5-chloropyridin-2-yl)-1,3-benzothiazol-2-yl]-5'-methoxy-6-methyl-[4,4'-bipyridine]-3-carboxamide